C(CCCCC)CC(=O)O.C(CCCCC)(=O)O n-hexanoate (n-hexyl acetate)